tert-Butyl 4-(7-(4-cyanopyridin-2-yl)-5-(pyrrolidin-1-yl)-7H-pyrrolo[2,3-d]pyrimidin-4-yl)-3,3-dimethylpiperazine-1-carboxylate C(#N)C1=CC(=NC=C1)N1C=C(C2=C1N=CN=C2N2C(CN(CC2)C(=O)OC(C)(C)C)(C)C)N2CCCC2